CC1=C(C(=CC(=C1)C)C)C1=C(C(=C2C=CC=CC2=C1)C=1C(=C(C=C2C=CC=CC12)C1=C(C=C(C=C1C)C)C)O)O (R)-3,3'-bis(2,4,6-trimethylphenyl)-[1,1'-binaphthyl]-2,2'-diol